Naphthalenedithiol neopentyl-((((S)-3-oxoquinuclidin-2-yl)methoxy)(phenoxy)phosphoryl)-L-alaninate C(C(C)(C)C)N([C@@H](C)C(=O)O)P(=O)(OC1=CC=CC=C1)OC[C@@H]1N2CCC(C1=O)CC2.C=2(C(=CC=C1C=CC=CC21)S)S